Br.N1=CC=C(C=C1)C=1C=2C=CC(=CC2CCC1)C=1C=C(C(=CC1)O)O 4-(5-(Pyridin-4-yl)-7,8-dihydronaphthalen-2-yl)benzene-1,2-diol Hydrobromide